C(C)(C)(C)OC(=O)N1C[C@H]2N(C3=CC=4C(NC=NC4C=C3OC2)=O)CC1.C(C1=CC=CC=C1)OC1CC(C1)NN ((1s,3s)-3-(benzyloxy)cyclobutyl)hydrazine tert-butyl-(R)-11-oxo-1,2,4a,5,10,11-hexahydropyrazino[1',2':4,5][1,4]-oxazino[3,2-g]quinazoline-3(4H)-carboxylate